CC1(CC(OCC1(C)C)CC(C)C)O 4,5,5-trimethyl-2-(2-methylpropyl)tetrahydropyran-4-ol